C1=CN(C(=O)N=C1N)[C@H]2[C@@H]([C@@H]([C@H](O2)COP(=O)(O)O[C@@H]3[C@H](O[C@H]([C@@H]3O)N4C=CC(=O)NC4=O)COP(=O)(O)O[C@@H]5[C@H](O[C@H]([C@@H]5O)N6C=CC(=O)NC6=O)COP(=O)(O)O[C@@H]7[C@H](O[C@H]([C@@H]7O)N8C=NC9=C8N=C(NC9=O)N)COP(=O)(O)O[C@@H]1[C@H](O[C@H]([C@@H]1O)N1C=NC2=C1N=C(NC2=O)N)COP(=O)(O)O[C@@H]1[C@H](O[C@H]([C@@H]1O)N1C=NC2=C1N=C(NC2=O)N)COP(=O)(O)O[C@@H]1[C@H](O[C@H]([C@@H]1O)N1C=NC2=C(N=CN=C21)N)COP(=O)(O)O[C@@H]1[C@H](O[C@H]([C@@H]1O)N1C=CC(=NC1=O)N)COP(=O)(O)O[C@@H]1[C@H](O[C@H]([C@@H]1O)N1C=CC(=O)NC1=O)COP(=O)(O)O[C@@H]1[C@H](O[C@H]([C@@H]1O)N1C=NC2=C(N=CN=C21)N)COP(=O)(O)O[C@@H]1[C@H](O[C@H]([C@@H]1O)N1C=NC2=C(N=CN=C21)N)COP(=O)(O)O[C@@H]1[C@H](O[C@H]([C@@H]1O)N1C=NC2=C(N=CN=C21)N)COP(=O)(O)O[C@@H]1[C@H](O[C@H]([C@@H]1O)N1C=CC(=NC1=O)N)COP(=O)(O)O[C@@H]1[C@H](O[C@H]([C@@H]1O)N1C=NC2=C1N=C(NC2=O)N)COP(=O)(O)O[C@@H]1[C@H](O[C@H]([C@@H]1O)N1C=CC(=NC1=O)N)COP(=O)(O)O[C@@H]1[C@H](O[C@H]([C@@H]1O)N1C=NC2=C(N=CN=C21)N)COP(=O)(O)O[C@@H]1[C@H](O[C@H]([C@@H]1O)N1C=CC(=NC1=O)N)COP(=O)(O)O[C@@H]1[C@H](O[C@H]([C@@H]1O)N1C=NC2=C(N=CN=C21)N)COP(=O)(O)O[C@@H]1[C@H](O[C@H]([C@@H]1O)N1C=CC(=O)NC1=O)COP(=O)(O)O[C@@H]1[C@H](O[C@H]([C@@H]1O)N1C=NC2=C(N=CN=C21)N)COP(=O)(O)O[C@@H]1[C@H](O[C@H]([C@@H]1O)N1C=CC(=O)NC1=O)COP(=O)(O)O[C@@H]1[C@H](O[C@H]([C@@H]1O)N1C=NC2=C(N=CN=C21)N)COP(=O)(O)O[C@@H]1[C@H](O[C@H]([C@@H]1O)N1C=NC2=C1N=C(NC2=O)N)CO)OP(=O)(O)OC[C@@H]1[C@H]([C@H]([C@@H](O1)N1C=NC2=C1N=C(NC2=O)N)O)OP(=O)(O)OC[C@@H]1[C@H]([C@H]([C@@H](O1)N1C=CC(=NC1=O)N)O)OP(=O)(O)OC[C@@H]1[C@H]([C@H]([C@@H](O1)N1C=NC2=C1N=C(NC2=O)N)O)OP(=O)(O)OC[C@@H]1[C@H]([C@H]([C@@H](O1)N1C=CC(=O)NC1=O)O)O)O The molecule is an RNA fragment comprised of six guanosine, seven adenosine, seven uridine and seven cytidine residues connected by 3'->5' phosphodiester linkages in the sequence G-A-U-A-U-A-C-A-C-G-C-A-U-A-U-C-A-G-C-G-U-U-C-G-C-G-U.